N-[4-(3-Methylpyridin-2-yl)-1,3-thiazol-2-yl]-4-phenylpyridin-2-amine CC=1C(=NC=CC1)C=1N=C(SC1)NC1=NC=CC(=C1)C1=CC=CC=C1